tert-butyl (S)-4-(7-bromo-8-fluoro-6-formyl-2-((1-methylpyrrolidin-2-yl)methoxy)quinazolin-4-yl)piperazine-1-carboxylate BrC1=C(C=C2C(=NC(=NC2=C1F)OC[C@H]1N(CCC1)C)N1CCN(CC1)C(=O)OC(C)(C)C)C=O